COC(CC1COC2=C1C=CC(=C2)OCC2CCNCC2)=O 2-(6-(piperidin-4-ylmethoxy)-2,3-dihydrobenzofuran-3-yl)acetic acid methyl ester